N'-(oxan-4-yl)butanediamide O1CCC(CC1)NC(CCC(=O)N)=O